P1(=S)(SC(=O)O1)[O-] beta-carbonyl dithiophosphate